C(C)(C)(C)OOC(C)(C)C1=C(C=CC=C1)C(C)(C)OOC(C)(C)C di(tert-butyl-peroxyisopropyl)benzene